C(C)(C)(C)OC(=O)N1CC2(CCC(C1)C2)OS(=O)(=O)C(F)(F)F (trifluoromethylsulfonyloxy)-3-azabicyclo[3.2.1]octane-3-carboxylic acid tert-butyl ester